2,6,10-trimethyl-hexadecane CC(C)CCCC(CCCC(CCCCCC)C)C